4-hydroxy-3-methoxybenzyl-n-butylether OC1=C(C=C(CCCCCOCCCCCC2=CC(=C(C=C2)O)OC)C=C1)OC